(E)-7-hydroxy-7-methyloct-2-en-5-yn-1-yl acetate C(C)(=O)OC\C=C\CC#CC(C)(C)O